ClC1=C2C(=NC(=N1)SC)N(N=C2)C 4-chloro-1-methyl-6-methylsulfanyl-pyrazolo[3,4-d]pyrimidine